5,6,7,4'-tetrahydroxyisoflavone OC1=C2C(C(=COC2=CC(=C1O)O)C1=CC=C(C=C1)O)=O